2-bromophenyl-boric acid BrC1=C(C=CC=C1)OB(O)O